3-hexenoyl-CoA C(CC=CCC)(=O)SCCNC(CCNC([C@@H](C(COP(OP(OC[C@@H]1[C@H]([C@H]([C@@H](O1)N1C=NC=2C(N)=NC=NC12)O)OP(=O)(O)O)(=O)O)(=O)O)(C)C)O)=O)=O